CCCCCCCCC(CCCCCCCC)OC(C(CCCCCC)NCCCN1C(=NC=C1)C)=O ((3-(2-methyl-1H-imidazol-1-yl)propyl)amino)caprylic heptadecan-9-yl ester